FC([C@@H]1CCC=2N1C1=C(N2)C(=CC(=C1)C1=NC(=NC=C1F)NC1=NC=C(C=C1)CN1CC2(C1)CN(C2)C)F)F (S)-4-(1-(difluoromethyl)-5-fluoro-2,3-dihydro-1H-benzo[d]pyrrolo[1,2-a]imidazol-7-yl)-5-fluoro-N-(5-((6-methyl-2,6-diazaspiro[3.3]heptan-2-yl)methyl)pyridin-2-yl)pyrimidin-2-amine